C([O-])(O)=O.[Cs+].C(C)(C)(C)N(C(O)=O)CCCN1N=CC(=C1)B1OC(C(O1)(C)C)(C)C.COC1=C(C(=O)N)C=CC(=C1)B1OC(C(O1)(C)C)(C)C 2-methoxy-4-(4,4,5,5-tetramethyl-1,3,2-dioxaborolan-2-yl)benzamide tert-butyl(3-(4-(4,4,5,5-tetramethyl-1,3,2-dioxaborolan-2-yl)-1H-pyrazol-1-yl)propyl)carbamate Cesium carbonate